BrC=1C=C(OCC(=O)OC(C)(C)C)C=CC1C#N tert-Butyl 2-(3-bromo-4-cyanophenoxy)acetate